CC1=C(C=CC(=N1)C(=O)O)C1=CC=C(C=C1)NC([C@@H]1N(CCC1)C(NCC1=CC=C(C=C1)C(F)(F)F)=O)=O 6-methyl-5-(4-{[1-({[4-(trifluoromethyl)phenyl]methyl}carbamoyl)-D-prolyl]amino}phenyl)pyridine-2-carboxylic acid